O1CCC=2C1=NC=CC2 2,3-DIHYDROFURO[2,3-B]PYRIDINE